N1(C=CC=2C1=NC=CC2)C2=CC=CC1=C2N(N=N1)O 7-(1H-pyrrolo[2,3-b]pyridin-1-yl)-1H-benzo[d][1,2,3]triazole-1-ol